dimethyl 2-benzyl-3-oxo-7-phenyl-2-azabicyclo[4.1.0]hept-4-ene-5,7-dicarboxylate C(C1=CC=CC=C1)N1C2C(C2C(=CC1=O)C(=O)OC)(C(=O)OC)C1=CC=CC=C1